1-(4-(1-(2,6-dioxopiperidin-3-yl)-1H-pyrazol-3-yl)phenyl)piperidine-4-carbaldehyde O=C1NC(CCC1N1N=C(C=C1)C1=CC=C(C=C1)N1CCC(CC1)C=O)=O